C1=C(C=CC2=CC=CC=C12)OC(C1=CC(=C(C=C1)N)F)=O 2-naphthyl-4-amino-3-fluorobenzoate